C(CCC)N1N=C(C=C(C1=O)C(=O)C1C(CCCC1=O)=O)C 2-(2-butyl-6-methyl-3-oxo-pyridazine-4-carbonyl)cyclohexane-1,3-dione